(S)-6-chloro-3-((1-(2-cyano-3-(4-methoxyphenyl)-7-methylquinolin-5-yl)ethyl)amino)picolinic acid ClC1=CC=C(C(=N1)C(=O)O)N[C@@H](C)C1=C2C=C(C(=NC2=CC(=C1)C)C#N)C1=CC=C(C=C1)OC